5-(4-formylpiperidin-1-yl)-N-[(1r,4r)-4-(3-chloro-4-cyanobenzeneOxy)cyclohexyl]Pyrazine-2-carboxamide t-butyl-[4-fluoro-3-(4-fluoro-3-methylbenzamido)phenyl]carbamate C(C)(C)(C)N(C(O)=O)C1=CC(=C(C=C1)F)NC(C1=CC(=C(C=C1)F)C)=O.C(=O)C1CCN(CC1)C=1N=CC(=NC1)C(=O)NC1CCC(CC1)OC1=CC(=C(C=C1)C#N)Cl